tert-Butyl 6-(benzyloxy)-2-azaspiro[3.3]heptane-2-carboxylate C(C1=CC=CC=C1)OC1CC2(CN(C2)C(=O)OC(C)(C)C)C1